(S)-6-(3-(3-methyl-1-(4-methyl-4H-1,2,4-triazol-3-yl)cyclobutyl)phenyl)-2-((3-methylpiperidin-1-yl)methyl)-5H-thiazolo[3,2-a]pyrimidin-5-one CC1CC(C1)(C1=NN=CN1C)C=1C=C(C=CC1)C1=CN=C2N(C1=O)C=C(S2)CN2C[C@H](CCC2)C